(3-(pyrrolidin-1-yl)propyl)benzamide N1(CCCC1)CCCC1=C(C(=O)N)C=CC=C1